3-[(3-chloro-2-methoxyphenyl)amino]-2-(3-{2-[(6R)-5-(prop-2-enoyl)-5-azaspiro[2.4]heptan-6-yl]ethynyl}pyridin-4-yl)-1H,5H,6H,7H-pyrrolo[3,2-c]pyridin-4-one ClC=1C(=C(C=CC1)NC1=C(NC2=C1C(NCC2)=O)C2=C(C=NC=C2)C#C[C@@H]2N(CC1(CC1)C2)C(C=C)=O)OC